N1=CC=C(C=C1)CNS(=O)(=O)C1=CC=CC=C1 N-(pyridin-4-ylmethyl)-benzenesulfonamide